N1=CC=C(C=C1C)C 4,6-lutidine